C(C)OC([C@@H](C)OC1=CC=C(C=C1)Br)=O (2R)-2-[(4-bromophenyl)oxy]propionic acid ethyl ester